5-ethyl-1-(tetrahydro-2H-pyran-2-yl)-1H-benzo[f]Indazole C(C)C1=CC=CC2=C1C=C1C=NN(C1=C2)C2OCCCC2